8,9-dimethoxy-1-methyl-4-(tetrahydropyran-2-ylmethylamino)-6,7-dihydrobenzo[a]quinolizin-2-one COC1=C(C=CC2=C1CCN1C(=CC(C(=C21)C)=O)NCC2OCCCC2)OC